CC1=CC=C(C=N1)C(=O)N1CCCCC1 1-[(6-methylpyridin-3-yl)carbonyl]piperidin